1-[4-(4-fluoro-2-methyl-phenoxy)-1-piperidyl]-2-[3-[(2R)-2-(hydroxymethyl)morpholine-4-carbonyl]-5,6,7,8-tetrahydro-4H-cyclohepta[c]pyrazol-1-yl]ethanone FC1=CC(=C(OC2CCN(CC2)C(CN2N=C(C3=C2CCCCC3)C(=O)N3C[C@@H](OCC3)CO)=O)C=C1)C